NC1=NC=CC2=CC(=C3C(=C12)C=CC(=C3)C(=O)O)Br 1-amino-6-bromobenzo[h]isoquinoline-8-carboxylic acid